OCC12CC(C1)(C2)N2C(N1[C@@H](CN(CC1)C(=O)OCCCC)C2)=O butyl (R)-2-(3-(hydroxymethyl)bicyclo[1.1.1]pentan-1-yl)-3-oxohexahydroimidazo[1,5-a]pyrazine-7(1H)-carboxylate